C(C)(C)(C)S(=O)N=C1C=2C(=NC(=CC2)C)CC12CCN(CC2)C(=O)OC(C)(C)C tert-butyl (5S)-5-((tert-butylsulfinyl)imino)-2-methyl-spiro[5,7-dihydrocyclopenta[b]pyridine-6,4'-piperidine]-1'-carboxylate